C(CCCCC)C(=C=CCO)CCCCCC 4-hexyldecan-2,3-diene-1-ol